Ethyl 2-(3-((2-((2-(4-(trifluoromethoxy)phenyl)-1H-benzo[d]imidazol-1-yl)methyl)phenoxy)methyl)cyclopentyl)acetate FC(OC1=CC=C(C=C1)C1=NC2=C(N1CC1=C(OCC3CC(CC3)CC(=O)OCC)C=CC=C1)C=CC=C2)(F)F